3-ethyl-3-methoxy-1,5-dimethyl-8-[[(1R)-1-[3-(1,1-difluoro-2-hydroxy-ethyl)-2-fluoro-phenyl]ethyl]amino]pyrrolo[2,3-g]phthalazin-2-one C(C)C1(C(N(C2=CC=3C(=NN=C(C3C=C21)C)N[C@H](C)C2=C(C(=CC=C2)C(CO)(F)F)F)C)=O)OC